(4-morpholinopyridin-2-yl)methanol O1CCN(CC1)C1=CC(=NC=C1)CO